3-[(2R)-4-(7-cyano-1H-indole-1-carbonyl)-2-ethylpiperazin-1-yl]-6-(2-ethoxyphenyl)-N-[(3R)-1-methylpyrrolidin-3-yl]pyridine-2-carboxamide C(#N)C=1C=CC=C2C=CN(C12)C(=O)N1C[C@H](N(CC1)C=1C(=NC(=CC1)C1=C(C=CC=C1)OCC)C(=O)N[C@H]1CN(CC1)C)CC